4-(1-pyrrolidinylmethyl)-4-piperidinol C1CCN(C1)CC2(CCNCC2)O